O=C1NC(CCC1N1C(C2=CC=C(C=C2C1=O)CCCCCCCCCCCO)=O)=O 2-(2,6-dioxopiperidin-3-yl)-5-(11-hydroxyundecyl)isoindole-1,3-dione